4-(2-(bis(methyl-d3)amino)-2-oxoethyl)-9-chloro-N-(2-methoxybenzyl)-3-methyl-5-oxo-2,3,4,5-tetrahydrobenzofuro[2,3-f][1,4]oxazepine-3-carboxamide C([2H])([2H])([2H])N(C(CN1C(COC2=C(C1=O)OC1=C2C=C(C=C1)Cl)(C(=O)NCC1=C(C=CC=C1)OC)C)=O)C([2H])([2H])[2H]